NC=1OC[C@@H](N1)CCC1=CC=C(C=C1)NC(=O)C1CCC(CC1)C(F)(F)F 4-trifluoromethyl-cyclohexanecarboxylic acid {4-[2-((S)-2-amino-4,5-dihydro-oxazol-4-yl)-ethyl]-phenyl}-amide